COC1=CC=C(C=C1)CN1C([C@@]2(C[C@@H](N[C@@H](C2)C=2N=NN(C2)C)C)C2=CC=C(C=C12)C)=O (2'S,3R,6'S)-1-[(4-methoxyphenyl)methyl]-2',6-dimethyl-6'-(1-methyltriazol-4-yl)spiro[indoline-3,4'-piperidin]-2-one